FC1=CC=C(C=C1)C(C#N)C(C=1N=CN(C1)COCC[Si](C)(C)C)=O 2-(4-fluorophenyl)-3-oxo-3-(1-{[2-(trimethylsilyl)ethoxy]methyl}imidazol-4-yl)propanenitrile